N-((4-Methoxyphenyl)(2-(trifluoromethyl)benzofuran-3-yl)methylene)acetamide COC1=CC=C(C=C1)C(=NC(C)=O)C1=C(OC2=C1C=CC=C2)C(F)(F)F